1-(2-((2-((1-((dimethylamino)methyl)cyclopropyl)methoxy)-7-(8-ethylnaphthalen-1-yl)-5,6,7,8-tetrahydropyrido[3,4-d]pyrimidin-4-yl)amino)ethyl)imidazolidin-2-one CN(C)CC1(CC1)COC=1N=C(C2=C(N1)CN(CC2)C2=CC=CC1=CC=CC(=C21)CC)NCCN2C(NCC2)=O